undecyl 2,2,2-tribromoacetate BrC(C(=O)OCCCCCCCCCCC)(Br)Br